ClC1=CC2=C(C=N1)C(=CC(O2)(C)C)C=2C=C(C1=C(N(C(N1C)=O)C)C2)C(C)C 6-(7-chloro-2,2-dimethyl-2H-pyrano[3,2-c]pyridin-4-yl)-4-isopropyl-1,3-dimethyl-1,3-dihydro-2H-benzo[d]imidazol-2-one